C(C1=CC=CC=C1)OC(=O)N[C@H]1CN(CCC1)C=1C2=C(N=CN1)C(N(CC2)C(=O)OC(C)(C)C)=O tert-butyl (R)-4-(3-(((benzyloxy) carbonyl) amino) piperidin-1-yl)-8-oxo-5,8-dihydropyrido[3,4-d]pyrimidine-7(6H)-carboxylate